(1S,3S)-3-((6-(5-(((3-isopropyl-1,2,4-thiadiazol-5-yl)amino)methyl)-1-methyl-1H-1,2,3-triazol-4-yl)-2-methylpyridin-3-yl)oxy)cyclohexanecarboxylic acid C(C)(C)C1=NSC(=N1)NCC1=C(N=NN1C)C1=CC=C(C(=N1)C)O[C@@H]1C[C@H](CCC1)C(=O)O